1-(2-tert-butoxyacetyl)azetidine-3-carboxylic acid C(C)(C)(C)OCC(=O)N1CC(C1)C(=O)O